C(C)(C)(C)NC(C1=C(C=C(C(=C1)N1C(N(C(N(C1=O)C)=S)C)=O)F)Cl)=O N-(tert-butyl)-2-chloro-5-(3,5-dimethyl-2,6-dioxo-4-thioxo-1,3,5-triazin-1-yl)-4-fluorobenzamide